furan compound with aniline acetate C(C)(=O)O.NC1=CC=CC=C1.O1C=CC=C1